N1CC(OCC1)C1CN(C1)C(=O)OC(C)(C)C Tert-butyl 3-(morpholin-2-yl)azetidine-1-carboxylate